ClC1=CN=C(C(=N1)C1=CC=C(C=C1)NC(C(C)(C)C=1N=C(SC1)NS(=O)(=O)C1CC1)=O)C N-(4-(6-chloro-3-methylpyrazin-2-yl)phenyl)-2-(2-(cyclopropanesulfonamido)thiazol-4-yl)-2-methylpropanamide